(9H-fluorenyl) carbamate C(N)(OC1=CC=CC=2C3=CC=CC=C3CC12)=O